BrC=1C=C(C=C(C1)C(C)(C)C)[C@H](CC(=O)OC)CN1CC2(C1)CCN(CC2)CC2=NC=1NCCCC1C=C2 methyl (S)-3-(3-bromo-5-(tert-butyl)phenyl)-4-(7-((5,6,7,8-tetrahydro-1,8-naphthyridin-2-yl)methyl)-2,7-diazaspiro[3.5]nonan-2-yl)butanoate